C(C)OC1=CC(=CS1)C=1N=NN(C1)C1C(NC(CC1)=O)=O 3-[4-(5-ethoxythiophen-3-yl)-1H-1,2,3-triazol-1-yl]piperidine-2,6-dione